(R)-2-amino-3-[(6,7-dimethylthieno[3,2-b]pyridine-2-carbonyl)amino]propanoic acid N[C@@H](C(=O)O)CNC(=O)C1=CC2=NC=C(C(=C2S1)C)C